CC(C(O)C1=CC=2C(=NC(=CC2)C2=CC=3C(N=C2)=NN(C3)C)S1)C 2-methyl-1-(6-(2-methyl-2H-pyrazolo[3,4-b]pyridin-5-yl)thieno[2,3-b]pyridin-2-yl)-1-propanol